FC1(CC(C1)CN[C@H]1[C@H](CCCC1)N(C=1C=C2C(N(C(C2=CC1)=O)C1C(NC(CC1)=O)=O)=O)C)F 5-(((1S,2R)-2-(((3,3-difluorocyclobutyl)methyl)amino)cyclohexyl)(methyl)amino)-2-(2,6-dioxopiperidin-3-yl)isoindoline-1,3-dione